tert-Butyl 5-{[2-(4-isopropylphenyl)imidazo[1,2-a]pyridin-3-yl]methyl}-2,5-diazabicyclo[2.2.2]octane-2-carboxylate C(C)(C)C1=CC=C(C=C1)C=1N=C2N(C=CC=C2)C1CN1C2CN(C(C1)CC2)C(=O)OC(C)(C)C